C(C)(C)(C)OC(N=[S@@](=O)(C)C1=CC(=CC=C1)NC(C1=C(N=CC(=C1C)C1=CC=C(C=C1)C(F)F)OC=1C(=NC(=CC1)F)C)=O)=O.C1(C=CC=CCCC1)=O cyclooctenenon tert-butyl-(R)-((3-(5-(4-(difluoromethyl)phenyl)-2-((6-fluoro-2-methylpyridin-3-yl)oxy)-4-methylnicotinamido)phenyl)(methyl)(oxo)-λ6-sulfaneylidene)carbamate